tetramethyl-1,3-dioxolane CC1(C(OCO1)(C)C)C